NC1=C(C2=C(N=C(N=C2Cl)C)N1C1=C(C(=CC=C1C)OC)C)C(=O)N 6-amino-4-chloro-7-(3-methoxy-2,6-dimethylphenyl)-2-methyl-7H-pyrrolo[2,3-d]pyrimidine-5-carboxamide